Ethylidenebis[6-(1,1-dimethylethyl)-4-(1-methylpropyl)phenol] C(C)(C1=C(C(=CC(=C1)C(CC)C)C(C)(C)C)O)C1=C(C(=CC(=C1)C(CC)C)C(C)(C)C)O